ClC=1C=C(C=CC1)C1=C(NC=2C1=NC=CC2)C2=C(C=NC=C2)OCCN(C(OC(C)(C)C)=O)C tert-butyl [2-({4-[3-(3-chlorophenyl)-1H-pyrrolo[3,2-b]pyridin-2-yl]pyridin-3-yl}oxy)ethyl]methylcarbamate